5-((6-(3,5-dimethyl-4-(quinazolin-2-yl)-1H-pyrazol-1-yl)hexyl)amino)-2-(2,6-dioxopiperidin-3-yl)isoindoline-1,3-dione CC1=NN(C(=C1C1=NC2=CC=CC=C2C=N1)C)CCCCCCNC=1C=C2C(N(C(C2=CC1)=O)C1C(NC(CC1)=O)=O)=O